NC=1C(=NC(=CN1)C1=CC(=C2CCN3C(C2=C1)CCC3)C)N3N=CC(=C3)C(=O)N(C)C3CC3 (3-amino-6-(7-methyl-1,2,3,5,6,10b-hexahydropyrrolo[2,1-a]isoquinolin-9-yl)pyrazin-2-yl)-N-cyclopropyl-N-methyl-1H-pyrazole-4-carboxamide